NC=1C(=NN(C1C(=O)N)C1=CC=C(C=C1)Br)C(C)C 4-amino-1-(4-bromophenyl)-3-isopropyl-1H-pyrazole-5-carboxamide